(4-methyl-1,1-dioxo-thian-4-yl)-2-oxo-3-[3-(1,1,2,2-tetrafluoroethoxy)phenyl]imidazo[4,5-b]pyridine-6-carboxamide CC1(CCS(CC1)(=O)=O)C1=C(C=C2C(=N1)N(C(N2)=O)C2=CC(=CC=C2)OC(C(F)F)(F)F)C(=O)N